BrC1=CC=C2C(=NN(C2=C1)C1OCCCC1)C=O 6-bromo-1-(tetrahydro-2H-pyran-2-yl)-1H-indazole-3-carbaldehyde